C1(CC1)N(C1=C(C(=NC=N1)NCC1C(CN(CC1)CC(=O)N)O)F)CC1=C(C=C(C=C1)C(F)(F)F)F 2-(4-(((6-(cyclopropyl(2-fluoro-4-(trifluoromethyl)benzyl)amino)-5-fluoropyrimidin-4-yl)amino)methyl)-3-hydroxypiperidin-1-yl)acetamide